(S,2R)-N'-((7-fluoro-5-(2-methoxypyridin-4-yl)-2,3-dihydro-1H-inden-4-yl)carbamoyl)-2-methyl-2,3-dihydropyrazolo[5,1-b]oxazole-7-sulfonimidamide FC=1C=C(C(=C2CCCC12)NC(=O)N=[S@@](=O)(N)C=1C=NN2C1O[C@@H](C2)C)C2=CC(=NC=C2)OC